NS(=NC(NC1=C(C=C(C=C1C(C)C)F)C(C)C)=O)(=O)C=1C=C2C(=NC1)N(N=C2)C 3-[amino({1-methyl-1H-pyrazolo[3,4-b]pyridin-5-yl})oxo-λ6-sulfanylidene]-1-[4-fluoro-2,6-bis(propan-2-yl)phenyl]urea